C(C=C)(=O)NC=1C=C(C=CC1)C1=C2C(=C(NC2=C(C=C1)C(=O)N)C)C 4-(3-acrylamidophenyl)-2,3-dimethyl-1H-indole-7-carboxamide